C(C)(=O)N(C=1SC2=C(C1C(=O)NC)C=CC(=C2CN(C)C)O)CC2=CC=CC=C2 2-[acetyl-(benzyl)amino]-7-[(dimethylamino)methyl]-6-hydroxy-N-methyl-1-benzothiophene-3-carboxamide